1-[4-(3-{5-[(R)-(1,3-dimethyl-azetidin-3-yl)-hydroxy-(4-isopropyl-phenyl)-methyl]-pyridin-3-yl}-prop-2-ynyl)-piperidin-1-yl]-ethanone CN1CC(C1)(C)[C@@](C=1C=C(C=NC1)C#CCC1CCN(CC1)C(C)=O)(C1=CC=C(C=C1)C(C)C)O